(S)-8-((S)-5H-imidazo[5,1-a]isoindol-5-yl)-5,6,7,8-tetrahydroisoquinolin-8-ol C=1N=CN2C1C1=CC=CC=C1[C@H]2[C@@]2(CCCC=1C=CN=CC21)O